(2-hydroxy-phenylmethylene)-o-phenylenediamine OC1=C(C=CC=C1)C=NC1=C(C=CC=C1)N